OB1OCC2=C1C=CC(=C2)NC2=NC=C(C(=N2)NC(CCO)CCO)C 3-((2-((1-hydroxy-1,3-dihydrobenzo[c][1,2]oxaborol-5-yl)amino)-5-methylpyrimidin-4-yl)amino)pentane-1,5-diol